(2S,4R)-4-(2-((3-methyl-4-(1-methyl-1H-pyrazol-4-yl)phenyl)amino)-2-oxoethyl)-1-(2-methylbenzofuro[3,2-d]pyrimidin-4-yl)pyrrolidine-2-carboxylic acid CC=1C=C(C=CC1C=1C=NN(C1)C)NC(C[C@H]1C[C@H](N(C1)C=1C2=C(N=C(N1)C)C1=C(O2)C=CC=C1)C(=O)O)=O